tert-butyl N-(tert-butoxycarbonyl)-N-[2-(prop-1-en-2-yl)pyrimidin-4-yl]carbamate C(C)(C)(C)OC(=O)N(C(OC(C)(C)C)=O)C1=NC(=NC=C1)C(=C)C